7-(1,4-diazepan-1-yl)-2-[3-(5-fluoro-6-methyl-2-pyridyl)-1H-pyrazol-4-yl]-1,5-naphthyridine N1(CCNCCC1)C1=CN=C2C=CC(=NC2=C1)C=1C(=NNC1)C1=NC(=C(C=C1)F)C